NC1=C(C(N(C2=NC(=CC=C12)Br)C1=CC=C(C=C1)C(C)O)=O)C(=O)OC methyl 4-amino-1-(4-(1-hydroxyethyl)phenyl)-7-bromo-2-oxo-1,2-dihydro-1,8-naphthyridine-3-carboxylate